2-{3-[(2R,6S)-2,6-dimethylmorpholine-4-carbonyl]-5,6-dihydrocyclopenta[c]pyrazol-1(4H)-yl}-1-[4-(3-fluoro-5-methoxyphenyl)piperazin-1-yl]ethan-1-one C[C@@H]1CN(C[C@@H](O1)C)C(=O)C=1C2=C(N(N1)CC(=O)N1CCN(CC1)C1=CC(=CC(=C1)OC)F)CCC2